FC1=C(C=CC(=C1C)OC1=NC=CC=C1C1=NC(=NC=C1)N[C@@H]1CNCCC1)NS(=O)(=O)CC1=CC=CC=C1 N-[2-fluoro-3-methyl-4-[[3-[2-[[(3S)-3-piperidyl]amino]pyrimidin-4-yl]-2-pyridyl]oxy]phenyl]-1-phenylmethanesulfonamide